FC(C1=NC(=CC(=C1)N[C@@H]1C[C@@H](CCC1)NC(C1=CC=C(C=C1)OC)=O)C(F)(F)F)(F)F N-((1R,3S)-3-((2,6-bis(trifluoromethyl)pyridin-4-yl)amino)cyclohexyl)-4-methoxybenzamide